trimercapto-bis(trichlorosilyl)-coronene SC=1C2=C(C(=C3C(=C(C4=CC=C5C=CC6=CC=C(C1)C=1C2=C3C4=C5C16)[Si](Cl)(Cl)Cl)[Si](Cl)(Cl)Cl)S)S